3-(4-(piperidin-4-yl)phenyl)piperidine-2,6-dione docosyl-butyrate C(CCCCCCCCCCCCCCCCCCCCC)OC(CCC)=O.N1CCC(CC1)C1=CC=C(C=C1)C1C(NC(CC1)=O)=O